BrC1=CC2=C(CB(O2)O)C=C1F 6-bromo-5-fluoro-2-hydroxy-1,2-benzoxaborole